4-(5-((1r,5s)-8-oxa-3-azabicyclo[3.2.1]oct-3-yl)-3-iodopyrazolo[1,5-a]pyrimidin-7-yl)tetrahydro-2H-pyran-4-ol [C@H]12CN(C[C@H](CC1)O2)C2=NC=1N(C(=C2)C2(CCOCC2)O)N=CC1I